Cl.FC1=C(C=CC(=C1)C1CNCC1)C=1N=C2SC3=C(N2C1)C=CC(=C3)C(=O)N 2-(2-fluoro-4-(pyrrolidin-3-yl)phenyl)benzo[d]imidazo[2,1-b]thiazole-7-carboxamide hydrochloride